benzyl N-[(1S)-2-[2-(3-amino-3-oxo-propyl)-2-(2-chloroacetyl)hydrazino]-1-(cyclopentylmethyl)-2-oxo-ethyl]carbamate NC(CCN(NC([C@H](CC1CCCC1)NC(OCC1=CC=CC=C1)=O)=O)C(CCl)=O)=O